FC=1C(=NC=C(C1C1=C(C=NC(=C1)C)C(=O)NC1=NN=C(S1)C(=O)NC1CCOCC1)OC)C 5-(3'-Fluoro-5'-methoxy-2',6-dimethyl-[4,4'-bipyridine]-3-carboxamido)-N-(tetrahydro-2H-pyran-4-yl)-1,3,4-thiadiazole-2-carboxamide